rac-2-(2-Methyl-thiazol-5-yl)-but-3-yn CC=1SC(=CN1)[C@H](C)C#C |r|